benzyl-(1-(2-hydroxyethoxy)-2-methylpropan-2-yl) carbamate C(N)(OC(C(OCCO)CC1=CC=CC=C1)(C)C)=O